BrC=1C(=NC(=NC1)NC1=C(C=C(C(=C1)C)N1CCC(CC1)N1CC(C1)COC)OC)NC1=C(C2=C(OCCO2)C=C1)P(C)C (6-((5-Bromo-2-((2-methoxy-4-(4-(3-(methoxymethyl)azetidin-1-yl)piperidin-1-yl)-5-Methylphenyl)amino)pyrimidin-4-yl)amino)-2,3-dihydrobenzo[B][1,4]dioxin-5-yl)dimethylphosphine